NC=1C2=C(N(C(N1)=O)C1=C(C=CC=C1)F)N=C(C=C2)C2CC2 amino-7-cyclopropyl-1-(2-fluorophenyl)pyrido[2,3-d]pyrimidin-2(1H)-one